ClC1=CC=C(C=C1)C(N1CCN(CC1)C1=CC(N(C2=CC=C(N=C12)Br)C)=O)C1=CC=C(C=C1)Cl 4-{4-[bis(4-chlorophenyl)methyl]piperazin-1-yl}-6-bromo-1-methyl-2-oxo-1,2-dihydro-1,5-naphthyridine